5'-[(4-Methoxyphenyl)methyl]-3'-methylspiro[cyclopropane-1,6'-thieno[2,3-c]pyrrole]-4'-one COC1=CC=C(C=C1)CN1C2(C3=C(C1=O)C(=CS3)C)CC2